2-(trans-3-{5-[(1R)-1-amino-2,2-difluoroethyl]pyridin-2-yl}cyclobutyl)-7-methoxy[1,2,4]triazolo[1,5-c]quinazolin-5-amine N[C@@H](C(F)F)C=1C=CC(=NC1)[C@@H]1C[C@H](C1)C1=NN2C(=NC=3C(=CC=CC3C2=N1)OC)N